C(C)(C)(C)OC(=O)N1CC=2C(=NC(=C(C2C1)C)C)OS(=O)(=O)C(F)(F)F 6,7-Dimethyl-4-((trifluoromethyl)sulfonyl)oxy-1,3-dihydro-2H-pyrrolo[3,4-c]pyridine-2-carboxylic acid tert-butyl ester